3-(5-chloro-2H-benzotriazol-2-yl)-5-(1,1-dimethylethyl)-4-hydroxyphenylpropione ClC1=CC=2C(=NN(N2)C=2C=C(C=C(C2O)C(C)(C)C)CCC(CC)=O)C=C1